FC1(CCN(CC1)C1=C(C(=O)NC2=NC(=CN=C2)S(N)(=O)=O)C=C(C=N1)C(F)(F)F)F 2-(4,4-Difluoropiperidin-1-yl)-N-(6-sulfamoylpyrazin-2-yl)-5-(trifluoromethyl)nicotinamide